(((5-(Ethyl-d5)-2-(trifluoromethyl)pyrazolo[1,5-a]pyrimidin-7-yl)amino)methyl)-3-(4-fluorophenyl)-N-((1R,3R)-3-hydroxycyclopentyl)azetidine-1-carboxamide C(C([2H])([2H])[2H])(C1=NC=2N(C(=C1)NCC1N(CC1C1=CC=C(C=C1)F)C(=O)N[C@H]1C[C@@H](CC1)O)N=C(C2)C(F)(F)F)([2H])[2H]